2-bromo-N-(2-methyl-4-(pentafluoro-λ6-sulfanyl)phenyl)acetamide BrCC(=O)NC1=C(C=C(C=C1)S(F)(F)(F)(F)F)C